butyl 2-benzyl-5-oxopyrrolidine-1-carboxylate C(C1=CC=CC=C1)C1N(C(CC1)=O)C(=O)OCCCC